N1(CCC1)C1=CC=C2C3(CC=4C(=NOC4C2=C1)NS(=O)(=O)C1=C(C=C(C=C1OC)C(=O)N1[C@@H](COCC1)C(F)F)OC)CC3 |o1:32| Rel-(S)-N-(8'-(azetidin-1-yl)-4'H-spiro[cyclopropane-1,5'-naphtho[2,1-d]isoxazol]-3'-yl)-4-(3-(difluoromethyl)morpholine-4-carbonyl)-2,6-dimethoxybenzenesulfonamide